ClC1=C2C=CNC2=CC(=C1)NC(=O)N[C@H](C)C1=CC(=CC(=C1)C(F)(F)F)Cl (R)-1-(4-chloro-1H-indol-6-yl)-3-(1-(3-chloro-5-(trifluoromethyl)phenyl)ethyl)urea